4,6-dimethylphenoxytitanium dichloride [Cl-].[Cl-].CC1=CC=C(O[Ti+2])C(=C1)C